6-bromo-7-methylimidazo[1,2-a]pyridine BrC=1C(=CC=2N(C1)C=CN2)C